ClC1=NN2C(N=CC(=C2C(C)C)NC2=CC=C(C=C2)[C@@H](C(F)(F)F)N(C(=O)C2CCS(CC2)(=O)=O)C)=N1 (S)-N-(1-(4-((2-chloro-7-isopropyl-[1,2,4]triazolo[1,5-a]pyrimidin-6-yl)amino)phenyl)-2,2,2-trifluoroethyl)-N-methyltetrahydro-2H-thiopyran-4-carboxamide 1,1-dioxide